C(C)(C)(C)OC(=O)N[C@H](C(=O)N[C@@H](CC(=O)OCC)C=1C=C(C=NC1)C1=C(C=NC=C1C)C)CC(C)C ethyl (3S)-3-[(2S)-2-{[(tert-butoxy)carbonyl]amino}-4-methylpentanamido]-3-{3',5'-dimethyl-[3,4'-bipyridin]-5-yl}propanoate